tert-butyl (S)-(1-(1-(isoxazole-5-carboxamido)-3-(p-tolyl)propan-2-yl)-3-(4-methylbenzyl)-1,3-dihydro-2H-benzo[d]imidazol-2-ylidene)carbamate O1N=CC=C1C(=O)NC[C@H](CC1=CC=C(C=C1)C)N1C(N(C2=C1C=CC=C2)CC2=CC=C(C=C2)C)=NC(OC(C)(C)C)=O